ClC1=C(C(=O)NC2=NN=NN2CC)C=CC(=C1S(=O)(=O)C(C)C)S(=O)(=O)C 2-chloro-N-(1-ethyl-1H-tetrazol-5-yl)-3-(isopropylsulfonyl)-4-(methylsulfonyl)benzamide